C(C=C)(=O)OCCCCC[Si](C)(C)Cl acryloxyamyl-chlorodimethylsilane